1,1-dimethyl-2,3-dimethylenecyclohexane CC1(C(C(CCC1)=C)=C)C